N-((3,5-diisopropyl-1-methyl-1H-pyrazol-4-yl)carbamoyl)-6,6-dimethyl-6,7-dihydro-5H-pyrazolo[5,1-b][1,3]oxazine-3-sulfonamide C(C)(C)C1=NN(C(=C1NC(=O)NS(=O)(=O)C=1C=NN2C1OCC(C2)(C)C)C(C)C)C